BrC1=CC=C(CCC2=NC=3N(C(N(C(C3N2CC2CCCC2)=O)CC#C)=O)CCCCP(O)(O)=O)C=C1 (4-(8-(4-Bromophenethyl)-7-(cyclopentylmethyl)-2,6-dioxo-1-(prop-2-yn-1-yl)-1,2,6,7-tetrahydro-3H-purin-3-yl)butyl)phosphonic acid